N-((1R,3s,5S)-8-Benzyl-8-azabicyclo[3.2.1]octan-3-yl)-1-(pyridin-4-yl)-1H-indol-6-carboxamid C(C1=CC=CC=C1)N1[C@H]2CC(C[C@@H]1CC2)NC(=O)C2=CC=C1C=CN(C1=C2)C2=CC=NC=C2